ICCCCCI 1,5-Diiodopentane